4-(7-((3-Aminobenzyl)(tert-butoxycarbonyl)amino)-3-isopropylpyrazolo[1,5-a]pyrimidin-5-yl)piperidine NC=1C=C(CN(C2=CC(=NC=3N2N=CC3C(C)C)C3CCNCC3)C(=O)OC(C)(C)C)C=CC1